FC1(CCC(CC1)C1=NC=CC(=C1NC(=O)C=1C=NC(=NC1)OC)C1=NC=CC=C1F)F N-(2'-(4,4-difluorocyclohexyl)-3-fluoro-[2,4'-bipyridin]-3'-yl)-2-methoxypyrimidine-5-carboxamide